ClC1=CC=C(C(=N1)C(=O)O)N[C@H](C)C=1C=C(C=C2C(N3C(=NC12)N1C(CC3)CCCC1)=O)C 6-chloro-3-(((1R)-1-(10-methyl-8-oxo-2,3,4,4a,5,6-hexahydro-1H,8H-pyrido[1',2':3,4]pyrimido[2,1-b]quinazolin-12-yl)ethyl)amino)picolinic acid